3-((S)-1-((2s,6r)-2,6-dimethylpiperazin-1-carbonyl)-4,5-dihydro-1H-pyrazol-5-yl)-5-fluorobenzonitrile C[C@@H]1N([C@@H](CNC1)C)C(=O)N1N=CC[C@H]1C=1C=C(C#N)C=C(C1)F